ethyl 1-butyl-7-chloro-6-fluoro-8-nitro-4-oxo-1,4-dihydroquinolone-3-carboxylate C(CCC)N1C(C(C(C2=CC(=C(C(=C12)[N+](=O)[O-])Cl)F)=O)C(=O)OCC)=O